CN1C(C=C(C(=C1)C=1C=NN(C1)C1CCOCC1)C1=CC=CC=C1)=O 1-methyl-4-phenyl-5-(1-(tetrahydro-2H-pyran-4-yl)-1H-pyrazol-4-yl)pyridin-2(1H)-one